5-methoxy-4-((1S,5R)-8-phenyl-8-azabicyclo[3.2.1]octan-3-yl)pyrimidin COC=1C(=NC=NC1)C1C[C@@H]2CC[C@H](C1)N2C2=CC=CC=C2